(E)-(2-(3-fluoropyridin-2-yl)vinyl)(imino)(pyridin-2-yl)-λ6-sulfanone FC=1C(=NC=CC1)/C=C/S(=O)(C1=NC=CC=C1)=N